2'-chloro-6'-(tetrahydrofuran-3-yl)-2,3,5,6,6',7'-hexahydrospiro[pyran-4,5'-pyrrolo[3,4-b]pyridine] ClC1=CC=C2C(=N1)CN(C21CCOCC1)C1COCC1